ClC=1C=C2C(=C3C1NC(NC31CCC(CC1)(F)F)=O)OC(=N2)CNC[C@@H]2COCC2 5-chloro-4',4'-difluoro-2-[({[(3R)-oxolan-3-yl]methyl}amino)methyl]-7,8-dihydro-6H-spiro[[1,3]oxazolo[5,4-f]quinazoline-9,1'-cyclohexan]-7-one